FC=1C=C(COC2=CC=C(CO)C=C2)C=CC1 4-(3-fluorobenzyloxy)benzyl alcohol